tert-butyl 5,5-dimethyl-2,6-diazaspiro[3.4]octane-2-carboxylate CC1(C2(CN(C2)C(=O)OC(C)(C)C)CCN1)C